BrC1=CC=2C3=C[C@H](CN([C@@H]3CC=3C2C(=C1Br)NC3Br)C)C(=O)O (6aR,9R)-2,3,5-tribromo-7-methyl-4,6,6a,7,8,9-hexahydroindolo[4,3-fg]quinoline-9-carboxylic acid